2,6-pyridinedicarboxylic acid dichloride N1=C(C=CC=C1C(=O)Cl)C(=O)Cl